CC1=NC(=NO1)C1=CC=C2C=CN=C(C2=C1)N[C@H]1CN(CC1)C(=O)OC(C)(C)C tert-butyl (3R)-3-[[7-(5-methyl-1,2,4-oxadiazol-3-yl)-1-isoquinolyl]amino]pyrrolidine-1-carboxylate